3-amino-2-methyl-4-(quinolin-3-yl)butanoic acid methyl ester hydrochloride Cl.COC(C(C(CC=1C=NC2=CC=CC=C2C1)N)C)=O